C(C)(=O)N[C@H](C(=O)N[C@H](C(=O)O)CCC(C)(C)C)CC1=CN(C2=CC=CC=C12)C (S)-2-((S)-2-acetamido-3-(1-methyl-1H-indol-3-yl)propanamido)-5,5-dimethylhexanoic acid